C1(CCCC1)C1=CC(=CC2=C1N=C(S2)N2[C@@H]1C[C@H]([C@H](C2)C1)OCC=1C(=NOC1C1CC1)C1=C(C=CC=C1Cl)Cl)C(=O)O 4-cyclopentyl-2-[(1S,4S,5R)-5-[[5-cyclopropyl-3-(2,6-dichlorophenyl)-1,2-oxazol-4-yl]methoxy]-2-azabicyclo[2.2.1]heptan-2-yl]-1,3-benzothiazole-6-carboxylic acid